O[C@H]1[C@@H](CCCC1)N1CCCC2=C1N=NC(=C2)C2=C(C=C(C=C2C)C(F)(F)F)O 2-(8-((1R,2R)-2-hydroxycyclohexyl)-5,6,7,8-tetrahydropyrido[2,3-c]pyridazin-3-yl)-3-methyl-5-(trifluoromethyl)phenol